C(C)OC(C)C1=CC=CC=2N=C(NC21)N2CCCCC2 1-ethoxyethyl-2-piperidinylbenzimidazole